(2S,4R)-N-(6-bromopyridin-2-yl)-4-fluoro-4-(methoxymethyl)pyrrolidine-2-carboxamide BrC1=CC=CC(=N1)NC(=O)[C@H]1NC[C@](C1)(COC)F